C(C)(C)(C)OC(N[C@H]1C(N(CCC1)C1=CC(=C(C=C1)I)F)=O)=O (R)-(1-(3-fluoro-4-iodophenyl)-2-oxopiperidin-3-yl)carbamic acid tert-butyl ester